3,5-difluoro-4-[(5-imidazo[1,2-a]pyridin-3-yl-4-methyl-1,2,4-triazol-3-yl)sulfanyl]benzenecarbohydroxamic acid FC=1C=C(C=C(C1SC1=NN=C(N1C)C1=CN=C2N1C=CC=C2)F)C(=O)NO